2-Methyl-N-((S)-1-(6-(trifluoromethyl)pyridin-3-yl)ethyl)propane-2-sulfinamide CC(C)(C)S(=O)N[C@@H](C)C=1C=NC(=CC1)C(F)(F)F